3-methoxy-1-methyl-2-(4-(3-(piperidin-1-yl)propoxy)phenyl)quinolin-4(1H)-one COC1=C(N(C2=CC=CC=C2C1=O)C)C1=CC=C(C=C1)OCCCN1CCCCC1